FC1(CCN(CC1)CCCCCCCSC=1C2=CN(C=C2C(=CC1)F)C1C(NC(CC1)=O)=O)F 4-((7-(4,4-Difluoropiperidin-1-yl)heptyl)thio)-2-(2,6-dioxopiperidin-3-yl)-7-fluoroisoindole